tert-butyl ((S)-(4,4-difluorocyclohexyl)(5-((R)-2-methoxy-1-((S)-2-oxo-4-(trifluoromethyl) imidazolidin-1-yl)ethyl)benzo[d]oxazol-2-yl)methyl)carbamate FC1(CCC(CC1)[C@@H](C=1OC2=C(N1)C=C(C=C2)[C@H](COC)N2C(N[C@@H](C2)C(F)(F)F)=O)NC(OC(C)(C)C)=O)F